titanium zirconium triisopropoxide chloride [Cl-].CC([O-])C.CC([O-])C.CC([O-])C.[Zr+4].[Ti+4]